O1C=2C(OCC1CCCCCCS(=O)(=O)[O-])=CSC2 6-(2,3-dihydro-thieno[3,4-b][1,4]dioxin-2-yl)hexane-1-sulfonate